FC1=C(C(=C2C=CNC2=C1F)S(=O)(=O)C)OC=1C=CC(=C(C1)C=1NC=C(N1)C1(CCOC2=C(C=CC=C12)CC1C(NC(N1)=O)=O)C)F 5-[[4-[2-[5-[(6,7-difluoro-4-methylsulfonyl-1H-indol-5-yl)oxy]-2-fluoro-phenyl]-1H-imidazol-4-yl]-4-methyl-chroman-8-yl]methyl]imidazolidine-2,4-dione